hydroxy-phenyl-1,3,5-triazine OC1=NC(=NC=N1)C1=CC=CC=C1